5-amino-N-{2-[3-amino-4-(2-methoxypropoxy)pyrrolidin-1-yl]-4-fluoro-5,6,7,8-tetrahydroquinolin-6-yl}-2-methylthieno[2,3-d]pyrimidine-6-carboxamide NC1=C(SC=2N=C(N=CC21)C)C(=O)NC2CC=1C(=CC(=NC1CC2)N2CC(C(C2)OCC(C)OC)N)F